((4-chlorophenyl)sulfonyl)-3-(4-fluorophenyl)-4-phenyl-N-((1R,3S)-3-(sulfamoylamino)cyclobutyl)-4,5-dihydro-1H-pyrazole-1-carboxamide ClC1=CC=C(C=C1)S(=O)(=O)C1(C(=NN(C1)C(=O)NC1CC(C1)NS(N)(=O)=O)C1=CC=C(C=C1)F)C1=CC=CC=C1